NC1=NC=CC(=C1)C=1C(=CC2=CN(N=C2C1)CCOCC(=O)N)[N+](=O)[O-] 2-(2-(6-(2-aminopyridin-4-yl)-5-nitro-2H-indazol-2-yl)ethoxy)acetamide